(3-{[(dimethylamino)methylidene]Sulfamoyl}-4-[5-(trifluoromethyl)pyridin-3-yl]Phenyl)-2-[2-(trifluoromethyl)phenyl]Acetamide CN(C)C=NS(=O)(=O)C=1C=C(C=CC1C=1C=NC=C(C1)C(F)(F)F)C(C(=O)N)C1=C(C=CC=C1)C(F)(F)F